COC1=C(C=CC(=C1)[N+](=O)[O-])[N+]#[C-] 2-METHOXY-4-NITROPHENYL ISOCYANIDE